N-(4-(3-chlorobenzoylamino)-3-methoxyphenyl)-6-fluoroquinoline-4-carboxamide ClC=1C=C(C(=O)NC2=C(C=C(C=C2)NC(=O)C2=CC=NC3=CC=C(C=C23)F)OC)C=CC1